6-(isopropyl(methyl)amino)-4-((methylamino)methyl)-2-(6-(4-(o-tolyl)-4H-1,2,4-triazole-3-yl)pyridin-2-yl)-2,3-dihydro-1H-pyrrolo[3,4-c]pyridin-1-one C(C)(C)N(C1=CC2=C(C(=N1)CNC)CN(C2=O)C2=NC(=CC=C2)C2=NN=CN2C2=C(C=CC=C2)C)C